(E)-3-[3-[(7-Chloroquinolin-4-yl)amino]phenyl]-1-(4-hydroxyphenyl)prop-2-en-1-one ClC1=CC=C2C(=CC=NC2=C1)NC=1C=C(C=CC1)/C=C/C(=O)C1=CC=C(C=C1)O